ClC1=CC=C(S1)CNC1=CC(=NN1)C1CCN(CC1)CC1=NC=CC=C1 N-[(5-Chlorothiophen-2-yl)methyl]-3-[1-(pyridin-2-ylmethyl)piperidin-4-yl]-1H-pyrazol-5-amin